FC(F)SC=1C=C2C(=C(C(=NC2=C2C=CC=NC12)OCC1=CC=C(C=C1)OC)N)C=1C2=CN(N=C2C(=CC1)F)C1OCCCC1 6-(difluoromethylsulfanyl)-4-[7-fluoro-2-(oxan-2-yl)indazol-4-yl]-2-[(4-methoxyphenyl)methoxy]-1,7-phenanthroline-3-amine